CN(C1CCN(CC1)C(=O)C1=CC=C(C=C1)N1N=C(C(C1=O)NNC1=CC2=CC=CC=C2C=C1)C1=CC=CC=C1)C 2-(4-(4-(dimethylamino)piperidine-1-carbonyl)phenyl)-4-(2-(naphthalen-2-yl)hydrazino)-5-phenyl-2,4-dihydro-3H-pyrazol-3-one